5-bromo-1,3-dihydro-1,3-benzodiazole-2-one BrC1=CC2=C(NC(N2)=O)C=C1